Cl.CC=1N2C=CN=C2C=2CNCC2C1C 4,5-Dimethyl-7,8-dihydro-6H-1,3a,7-triaza-as-indacene hydrochloride